(S)-Isopropyl 2-((S)-((4-formyl-5-hydroxy-6-methylpyridin-3-yl)methoxy)(phenoxy)phosphorylamino)propanoate C(=O)C1=C(C=NC(=C1O)C)COC1=C(OP(=O)=N[C@H](C(=O)OC(C)C)C)C=CC=C1